(1S,2S,4R)-bicyclo[2.2.1]heptan-2-amine [C@H]12[C@H](C[C@H](CC1)C2)N